2,2-dimethyl-tetrahydro-2H-furo[3,4-d][1,3]Dioxole-4-carboxamide CC1(OC2C(O1)COC2C(=O)N)C